9,9'-(5'-(4,6-diphenyl-1,3,5-triazin-2-yl)-2'-(pyridin-4-yl)-[1,1':3',1''-terphenyl]-4,4''-diyl)bis(3,6-diphenyl-9H-carbazole) C1(=CC=CC=C1)C1=NC(=NC(=N1)C1=CC=CC=C1)C=1C=C(C(=C(C1)C1=CC=C(C=C1)N1C2=CC=C(C=C2C=2C=C(C=CC12)C1=CC=CC=C1)C1=CC=CC=C1)C1=CC=NC=C1)C1=CC=C(C=C1)N1C2=CC=C(C=C2C=2C=C(C=CC12)C1=CC=CC=C1)C1=CC=CC=C1